C(CC)(=O)OCCC1=CC(=C(C=C1)Cl)Cl 2-(3,4-dichlorophenyl)-ethyl propionate